CN1N=C2C=CC(=CC2=C1C(=O)OC)OCC=1C=NN(C1)C methyl 2-methyl-5-((1-methyl-1H-pyrazol-4-yl) methoxy)-2H-indazole-3-carboxylate